C[C@H]1CCC(=NC1)C=1C=CC2=C(N=C(S2)CCN2CCOCC2)C1 (S)-4-(2-(5-(5-methyl-3,4,5,6-tetrahydropyridin-2-yl)benzo[d]thiazol-2-yl)Ethyl)morpholine